CC1=C(C=NC=2OCCNC21)C2=CC=C1C=NC(=NC1=C2)NC=2C=NN(C2)C2CN(C2)C(CC)=O 1-(3-(4-((7-(8-Methyl-2,3-dihydro-1H-pyrido[2,3-b][1,4]oxazin-7-yl)quinazolin-2-yl)amino)-1H-pyrazol-1-yl)azetidin-1-yl)propan-1-one